FC(OC1=C(C=CC=C1)C1=NOC=C1)(F)F 3-(2-(trifluoromethoxy)phenyl)isoxazole